CC=1C=NN2C1C(=NC(=C2)C=2C=NN(C2)C)C2CCN(CC2)C(C=C)=O 1-[4-[3-methyl-6-(1-methylpyrazol-4-yl)pyrazolo[1,5-a]pyrazin-4-yl]-1-piperidyl]prop-2-en-1-one